(Z)-[amino-[(3R)-3-(tert-butoxycarbonylamino)-8-fluoro-4-oxo-3,5-dihydro-2H-1,5-benzothiazepin-7-yl methylene] amino] 2-methyl-2-methylsulfonyl-propanoate CC(C(=O)O\N=C(\C=1C(=CC2=C(NC([C@H](CS2)NC(=O)OC(C)(C)C)=O)C1)F)/N)(C)S(=O)(=O)C